FC(C=1C=C(C=C(C1)C(F)(F)F)[B-](C1=CC(=CC(=C1)C(F)(F)F)C(F)(F)F)(C1=CC(=CC(=C1)C(F)(F)F)C(F)(F)F)C1=CC(=CC(=C1)C(F)(F)F)C(F)(F)F)(F)F.C(CCC)[NH+](CCCC)CCCC trinormal butylammonium tetrakis(3,5-bistrifluoromethylphenyl)borate